Cl.C(CC1=CC=CC=C1)C1(CCN(CC1)CC1=CC=C(C=C1)NC(C)=O)C1=NC=CC=C1 N-(4-((4-phenethyl-4-(pyridin-2-yl)piperidin-1-yl)methyl)phenyl)acetamide HCl salt